BrC=1C=C(C=NC1)CC(=O)N1CCCC2=CC=CC=C12 2-(5-Bromopyridin-3-yl)-1-(3,4-dihydroquinolin-1(2H)-yl)-ethan-1-one